tert-Butyl (4-(5-chloro-3-((3S,4S)-3-hydroxy-4-(isopropyl(methyl)amino) pyrrolidin-1-yl)-7,9-dihydrofuro[3,4-f]quinazolin-6-yl)-3-cyano-7-fluorothieno[3,2-c]pyridin-2-yl)carbamate ClC1=C(C2=C(C=3C=NC(=NC13)N1C[C@@H]([C@H](C1)N(C)C(C)C)O)COC2)C2=NC=C(C1=C2C(=C(S1)NC(OC(C)(C)C)=O)C#N)F